CC1(CCC(C2=CC=CC=C12)(C)C)C 1,1,4,4-tetramethyltetraline